1,2,3,4-tetra-O-acetyl-Alpha-L-fucose C(C)(=O)O[C@H]1[C@@H](OC(C)=O)[C@H](OC(C)=O)[C@H](OC(C)=O)[C@@H](O1)C